N(=[N+]=[N-])CCSC1=CC=C(C=C1)OC (2-azidoethyl)(4-methoxyphenyl)sulfane